3-(5-(dimethylamino)-1-oxo-6-(trifluoromethyl)isoindolin-2-yl)piperidine-2,6-dione CN(C=1C=C2CN(C(C2=CC1C(F)(F)F)=O)C1C(NC(CC1)=O)=O)C